2,2'-[1,1'-binaphthalene-2,2'-diylbis(oxy)]diethanol C1(=C(C=CC2=CC=CC=C12)OCCO)C1=C(C=CC2=CC=CC=C12)OCCO